C1(CC1)C1=CN=C2C(=N1)N(N=C2N)C2CC(OC(C2)(C)C)(C)C 6-cyclopropyl-1-(2,2,6,6-tetramethyloxan-4-yl)-1H-pyrazolo[3,4-b]pyrazin-3-amine